C(C)(C)OC(CCCCCCCCCCCCC)=O.OC1=CC=CC2=CC=CC=C12 4-hydroxynaphthalene isopropyl-Myristate